tert-butyl (R)-(2-(((3-(5-bromo-2-(4,4-difluoroazepan-1-yl)-4-methylnicotinamido)phenyl)(methyl)(oxo)-λ6-sulfaneylidene)amino)ethyl)carbamate BrC=1C=NC(=C(C(=O)NC=2C=C(C=CC2)[S@](=O)(C)=NCCNC(OC(C)(C)C)=O)C1C)N1CCC(CCC1)(F)F